ClC1=C(CC(CC1)(C)N(C(OC(C)(C)C)=O)C)C=O tert-butyl N-(4-chloro-3-formyl-1-methyl-cyclohex-3-en-1-yl)-N-methyl-carbamate